C(CCCCCCCCC)N(CCCCCCCCCC)CC=1N=NNC1 (di-n-decylaminomethyl)triazole